N1(C=NC=C1)CCCCN1C=NC=C1 1,4-bis(imidazol-1-yl)butane